13-(tetracosan-15-enoyloxy)-tridecanoic acid C(CCCCCCCCCCCCCC=CCCCCCCCC)(=O)OCCCCCCCCCCCCC(=O)O